(3-(1-((4-methyl-4H-1,2,4-triazol-3-yl)thio)ethyl)phenyl)indoline-1-carboxamide CN1C(=NN=C1)SC(C)C=1C=C(C=CC1)C1N(C2=CC=CC=C2C1)C(=O)N